(2S,5R)-2-(2-cyclopropylethyl)-3,6-dimethoxy-5-propan-2-yl-2,5-dihydropyrazine C1(CC1)CC[C@@H]1N=C([C@H](N=C1OC)C(C)C)OC